pyrido[3,4-g]isoquinoline-5,10-dione C1=NC=CC2=C1C(C=1C=CN=CC1C2=O)=O